C(C=C)(=O)N1C[C@@H](N(CC1)C1=CC=C(C=C1)C=1C=2N(C=C(C1)C=1C=NN(C1)C)N=CC2C#N)C (S)-4-(4-(4-acryloyl-2-methylpiperazin-1-yl)phenyl)-6-(1-methyl-1H-pyrazole-4-yl)pyrazolo[1,5-a]pyridine-3-carbonitrile